5-methoxy-1-(4-trifluoromethylphenyl)pentanone oxime COCCCC(CC1=CC=C(C=C1)C(F)(F)F)=NO